C(C)(C)(C)OC(=O)N1CC2CCC(C1)N2C(=O)OCC2=CC=CC=C2 3,8-diazabicyclo[3.2.1]octane-3,8-dicarboxylic acid 8-benzyl 3-(tert-butyl) ester